tert-butyl (8,9-difluoro-6-methyl-1,2,5,6-tetrahydro-4H-pyrrolo[3,2,1-ij]quinolin-5-yl)carbamate FC=1C=C2C(C(CN3C2=C(C1F)CC3)NC(OC(C)(C)C)=O)C